5-[1-(4-nitro-pyrazol-1-yl)ethyl]-1-(2,2,2-trifluoro-ethyl)pyrazole [N+](=O)([O-])C=1C=NN(C1)C(C)C1=CC=NN1CC(F)(F)F